SC1=NN=C(O1)CCCC1=NN=C(O1)S 5-[3-(5-mercapto-1,3,4-oxadiazol-2-yl)propyl]-1,3,4-oxadiazol-2-thiol